COC1=CC(=C(C=C1OC)NC(=O)C=1OC2=CC=CC=C2C(C1)=O)C(NC1=CC=C(C=C1)CCN(CC=1C=C2C=NN(C2=CC1)C)CC1=C(C=NC=C1)OC)=O N-(4,5-Dimethoxy-2-((4-(2-(((3-methoxypyridin-4-yl)methyl)((1-methyl-1H-indazol-5-yl)methyl)amino)ethyl)phenyl)carbamoyl)phenyl)-4-oxo-4H-chromene-2-carboxamide